FC(C=1C=CC(=NC1)C(C(=O)NN)C)(F)F (5-(trifluoromethyl)pyridin-2-yl)propanehydrazide